2-acryloyloxy-1,2,3-tricarboxylpropane C(C=C)(=O)OC(CC(=O)O)(CC(=O)O)C(=O)O